[2-(7-chloro-5-methyl-2,3-dihydro-benzo[1,4]dioxin-6-yl)-ethyl]-carbamic acid tert-butyl ester C(C)(C)(C)OC(NCCC1=C(C2=C(OCCO2)C=C1Cl)C)=O